8-Chloro-3-(2-chloroethyl)-1-(4-methoxybenzyl)-3,4-dihydro-quinolin-2(1H)-one ClC=1C=CC=C2CC(C(N(C12)CC1=CC=C(C=C1)OC)=O)CCCl